COCC=1N(C(=NN1)[C@@H]1CC[C@H](CC1)OC1=NC=C(C=C1)C)C1=CC=C(C=C1)C trans-2-[4-[5-(Methoxymethyl)-4-(4-methylphenyl)-1,2,4-triazol-3-yl]cyclohexyl]oxy-5-methylpyridine